C(CCCCCCC)OC1=C(C(=O)OCCCCCCCC)C(=CC=C1)CCCCCCCCCCCCCCC octyl 2-(octyloxy)-6-pentadecylbenzoate